[Cu]=O.[In] indium-copper-oxide